N1=C(C=CC2=CN=CC=C12)N 1,6-naphthyridin-2-amine